N-(5-((6-methoxy-7-(3-morpholinopropoxy)quinolin-4-yl)oxy)pyridin-2-yl)-4-(piperidin-1-yl)picolinamide COC=1C=C2C(=CC=NC2=CC1OCCCN1CCOCC1)OC=1C=CC(=NC1)NC(C1=NC=CC(=C1)N1CCCCC1)=O